4-hydroxydecanoyloxysodium OC(CCC(=O)O[Na])CCCCCC